C(#N)C1=C(OC=2C(=C3C(N(C=NC3=CC2)C=2C=NC(=NC2)N2CCN(CC2)C(=O)OC(C)(C)C)=O)[N+](=O)[O-])C(=CC=C1NS(N(C)CC)(=O)=O)F tert-butyl 4-[5-[6-[2-cyano-3-[[ethyl(methyl)sulfamoyl]amino]-6-fluoro-phenoxy]-5-nitro-4-oxo-quinazolin-3-yl]pyrimidin-2-yl]piperazine-1-carboxylate